((6-(difluoromethoxy)-2-(2,2'-dimethyl-3'-(2-(4-methylpiperazin-1-yl)pyrimidin-5-yl)-[1,1'-biphenyl]-3-yl)benzo[d]oxazol-5-yl)methyl)-L-proline FC(OC1=CC2=C(N=C(O2)C=2C(=C(C=CC2)C2=C(C(=CC=C2)C=2C=NC(=NC2)N2CCN(CC2)C)C)C)C=C1CN1[C@@H](CCC1)C(=O)O)F